CN(CCCNC(OC1=CC=C(C=C1)C1=C2C(=NC=C1Br)N(N=C2NC(=O)C=2C=NSC2)CCCCCC)=O)C 4-(5-bromo-1-hexyl-3-(isothiazole-4-carboxamido)-1H-pyrazolo[3,4-b]pyridinyl)phenyl (3-(dimethylamino)propyl)carbamate